tert-butyl ((1R,3S)-3-((2-((2-((tert-butyldimethylsilyl)oxy)ethyl)amino)-5-nitrophenyl)carbamoyl)cyclohexyl)carbamate [Si](C)(C)(C(C)(C)C)OCCNC1=C(C=C(C=C1)[N+](=O)[O-])NC(=O)[C@@H]1C[C@@H](CCC1)NC(OC(C)(C)C)=O